N-(5-(4-(4-((5-azido-7-(butylamino)-2H-pyrazolo[4,3-d]pyrimidin-2-yl)methyl)-3-methoxyphenyl)-1,4-diazepan-1-yl)-5-oxopentyl)stearamide N(=[N+]=[N-])C=1N=C(C=2C(N1)=CN(N2)CC2=C(C=C(C=C2)N2CCN(CCC2)C(CCCCNC(CCCCCCCCCCCCCCCCC)=O)=O)OC)NCCCC